OC(=O)C(F)(F)F.C(N)(=O)C1=C(C(=C(S1)NC(C(CC)C1=C(C=CC=C1)F)=O)C(=O)OC)C methyl 5-carbamoyl-2-(2-(2-fluorophenyl) butyrylamino)-4-methylthiophene-3-carboxylate-TFA salt